6-((1-(4-Methyl-4H-1,2,4-triazol-3-yl)propan-2-yl)amino)isoindolin-1-one CN1C(=NN=C1)CC(C)NC1=CC=C2CNC(C2=C1)=O